(E)-2-((3,5-dimethylhex-3-en-2-yl)oxy)-2-methylpropylcyclopropane-carboxylate C/C(/C(C)OC(COC(=O)C1CC1)(C)C)=C\C(C)C